N-(4-(4-chlorophenyl)piperidin-4-yl)-3-(trifluoromethyl)bicyclo[1.1.1]pentane-1-sulfonamide ClC1=CC=C(C=C1)C1(CCNCC1)NS(=O)(=O)C12CC(C1)(C2)C(F)(F)F